C(#N)C=1C=CC(=C(C1)NS(=O)(=O)C=1C=C(C(=O)O)C=CC1CC)C=1SC(=CC1)C#N 3-(N-(5-cyano-2-(5-cyanothiophen-2-yl)phenyl)sulfamoyl)-4-ethylbenzoic acid